5-nitro-2-((tetrahydrofuran-3-yl)oxy)pyrimidine [N+](=O)([O-])C=1C=NC(=NC1)OC1COCC1